OC(COC=1C=C(C=2N(C1)N=CC2C#N)C=2C=CC(=NC2)C=2CCNCC2)(C)C 6-(2-hydroxy-2-methylpropoxy)-4-(1',2',3',6'-tetrahydro-[2,4-bipyridin]-5-yl)pyrazolo[1,5-a]pyridine-3-carbonitrile